(4aR,8aS)-6-[rel-(1R,4R,5S)-5-[(5-chloro-4-cyclopropyl-2-pyridyl)methoxy]-2-azabicyclo[2.2.1]heptane-2-carbonyl]-4,4a,5,7,8,8a-hexahydropyrido[4,3-b][1,4]oxazin-3-one ClC=1C(=CC(=NC1)CO[C@@H]1[C@H]2CN([C@@H](C1)C2)C(=O)N2C[C@@H]1[C@@H](OCC(N1)=O)CC2)C2CC2 |o1:9,10,13|